1-(2-butenyl)-3-ethylimidazolium tetrafluoroborate F[B-](F)(F)F.C(C=CC)N1C=[N+](C=C1)CC